ClC=1C=2N(C=CC1)N=C(C2)[C@H]2N(CCC1=C2N=CN1)C(=O)C1=C(N=CO1)C#N (S)-5-(4-(4-chloropyrazolo[1,5-a]pyridin-2-yl)-4,5,6,7-tetrahydro-1H-imidazo[4,5-c]pyridine-5-carbonyl)oxazole-4-carbonitrile